C(CCC)[Sn](C=C)(CCCC)CCCC tributyl-ethenylstannane